N-(1-(2-(cyclopropanesulfonamido)thiazol-4-yl)propyl)-4-(6-ethoxypyrazin-2-yl)-2-fluorobenzamide C1(CC1)S(=O)(=O)NC=1SC=C(N1)C(CC)NC(C1=C(C=C(C=C1)C1=NC(=CN=C1)OCC)F)=O